7-(carboxymethyl)-4-methylcoumarin C(=O)(O)CC1=CC=C2C(=CC(OC2=C1)=O)C